ClC1=CC=C(C=C1)[C@@H](NC(=O)[C@@H]1CNC(O1)=O)C12C3C4C5C3C1C5C24 |o1:7| (S)-N-((R or S)-(4-chlorophenyl)(cuban-1-yl)methyl)-2-oxooxazolidine-5-carboxamide